(4aR,8aR)-decahydroquinoxaline N1CCN[C@@H]2CCCC[C@@H]12